C(C)(C)C1=CC=C(C=C1)C1=CC(=CC=C1)S(=O)(=O)N1CC(CCC1)C1=C(OCC(C(=O)N)C)C=CC=C1 3-(1-((4'-isopropyl-[1,1'-biphenyl]-3-yl)sulfonyl)piperidin-3-ylphenoxy)-2-methylpropanamide